C(C)(C)(C)C=1SC(=C(N1)C1=C(C(=CC=C1)NS(=O)(=O)C1=C(C=CC=C1F)F)F)C1=NC(=NC=C1)NC[C@H](C)NC(OC(C)(C)C)=O tert-butyl (S)-(1-((4-(2-(tert-butyl)-4-(3-((2,6-difluorophenyl)sulfonamido)-2-fluorophenyl)thiazol-5-yl)pyrimidin-2-yl)amino)propan-2-yl)carbamate